C(C)C1CCC(CC1)C1=CC=C(C=C1)[Mg]Br [4-(4-ethylcyclohexyl)phenyl]magnesium bromide